5-Fluoro-2-[4-[(3S)-3-pyrazin-2-ylisoxazolidine-2-carbonyl]-1-piperidyl]pyrimidine-4-carboxamide FC=1C(=NC(=NC1)N1CCC(CC1)C(=O)N1OCC[C@H]1C1=NC=CN=C1)C(=O)N